C(C)(C)(C)OC(=O)N[C@H]1C[C@@H](C[C@H]1O)C(=O)O (1S,3S,4R)-3-(tert-butoxycarbonylamino)-4-hydroxy-cyclopentanecarboxylic acid